4-amino-1-((2R,3R,4R,5R)-4-((tert-butyldimethylsilyl)oxy)-3-fluoro-5-(hydroxymethyl)tetrahydrofuran-2-yl)pyrimidin-2(1H)-one NC1=NC(N(C=C1)[C@@H]1O[C@@H]([C@H]([C@H]1F)O[Si](C)(C)C(C)(C)C)CO)=O